2,5-dioxopyrrolidin-1-yl (2-(trimethyl silyl)ethyl) carbonate C(ON1C(CCC1=O)=O)(OCC[Si](C)(C)C)=O